P(O)(O)O.P(OCCCC)(OCCCC)O dibutyl hydrogen phosphite (phosphite)